tri-amyl phosphite P(OCCCCC)(OCCCCC)OCCCCC